1-(3-tert-butyl-1-(quinolin-6-yl)-1H-pyrazol-5-yl)-3-(2-fluoro-5-(6-(hydroxymethyl)pyridin-3-yloxy)phenyl)urea C(C)(C)(C)C1=NN(C(=C1)NC(=O)NC1=C(C=CC(=C1)OC=1C=NC(=CC1)CO)F)C=1C=C2C=CC=NC2=CC1